CN(C1=CC2=C(C=C(O2)C(=O)NS(=O)(=O)C2=C(C=C(C(=C2)F)F)OCC)C=C1)C 6-(Dimethylamino)-N-((2-ethoxy-4,5-difluorophenyl)sulfonyl)benzofuran-2-carboxamide